ethyl 4-((2S,4R)-2-(((S)-3-methylmorpholinyl)methyl)-4-(4-(trifluoromethyl)phenoxy)pyrrolidin-1-yl)benzoate C[C@@H]1N(CCOC1)C[C@H]1N(C[C@@H](C1)OC1=CC=C(C=C1)C(F)(F)F)C1=CC=C(C(=O)OCC)C=C1